FO hydrogen fluoroether